(S)-3,3-difluorocyclopentan-1-amine hydrochloride Cl.FC1(C[C@H](CC1)N)F